ClC1=NC(=CC(=N1)N1[C@@H](COCC1)C)C1=CC=CC=C1 (3R)-4-(2-chloro-6-phenylpyrimidin-4-yl)-3-methylmorpholine